4-chloro-3-(4,4-difluoroazepan-1-yl)-1H-indazole ClC1=C2C(=NNC2=CC=C1)N1CCC(CCC1)(F)F